1-(3-(piperazin-1-ylmethyl)-5-(trifluoromethyl)phenoxy)cyclopropane-1-carboxylic acid N1(CCNCC1)CC=1C=C(OC2(CC2)C(=O)O)C=C(C1)C(F)(F)F